ClC1=NC2=CC=C(C=C2C(=C1)NCCC1=CC=C(C=C1)NS(=O)(=O)C)OC N-(4-(2-((2-chloro-6-methoxyquinolin-4-yl)amino)ethyl)phenyl)methanesulfonamide